1-(tert-butyl) (2S,4S)-4-aminopiperidin-1,2-dicarboxylate N[C@@H]1C[C@H](N(CC1)C(=O)OC(C)(C)C)C(=O)[O-]